ClC1=NN(C=C1NC(C(C)SC)=O)C=1C=NC=CC1 N-(3-chloro-1-(pyridin-3-yl)-1H-pyrazol-4-yl)-2-(methylthio)propionamide